NC1=C(C=C(C=N1)C=1C=C2N(N1)CCC21CN(CC1)C(=O)NCC)C1=CC=C(C=C1)S(=O)C (rac)-2'-{6-amino-5-[4-(methanesulfinyl)phenyl]pyridin-3-yl}-N-ethyl-5',6'-dihydrospiro[pyrrolidine-3,4'-pyrrolo[1,2-b]pyrazole]-1-carboxamide